BrC=1C(=NN2C1CN(CCC2)C(=O)OC(C)(C)C)C(N(C)CCO)=O tert-butyl 3-bromo-2-((2-hydroxyethyl)(methyl)carbamoyl)-7,8-dihydro-4H-pyrazolo[1,5-a][1,4]diazepine-5(6H)-carboxylate